FC1=C(C=C(C(=C1)[Si](C)(C)C)F)NC(C(C1=CC=C(C=C1)OC)NC(=O)C1CNC(C1)=O)=O N-(2-((2,5-difluoro-4-(trimethylsilyl)phenyl)amino)-1-(4-methoxyphenyl)-2-oxoethyl)-5-oxopyrrolidine-3-carboxamide